C(CCCCCCC)NCCCCCCCC di-octylamine